1,4-dimethylnaphthalene CC1=CC=C(C2=CC=CC=C12)C